2-p-nitrophenyl-1-trifluoromethylthioindole [N+](=O)([O-])C1=CC=C(C=C1)C=1N(C2=CC=CC=C2C1)SC(F)(F)F